C(C=CC1=CC=CC=C1)C(CC1=CC=CC=C1)CC(C)(C)C 2-cinnamyl-4,4-dimethyl-1-phenylpentane